C(C)N1OCC2C(O1)C1=CC(=CC=C1C2)C 2-ethyl-8-methyl-4,4a,5,9b-tetrahydroindeno[1,2-d][1,3]dioxazine